[Br-].CN1NN(N=C1C)N1N([NH2+]C(=N1)C1=CC=CC=C1)C1=CC=CC=C1 3-(4,5-dimethyl-2-tetrazolyl)-2,5-diphenyl-2H-tetrazolium bromide